N[C@@H](C(C1CC1)C1CC1)C=1N=C2N(N=C(C=C2)CC2(C(N[C@@H](C2)C(F)(F)F)=O)C(=O)OC)C1 methyl (5S)-3-((2-((S)-1-amino-2,2-dicyclopropylethyl)imidazo[1,2-b]pyridazin-6-yl)methyl)-2-oxo-5-(trifluoromethyl)pyrrolidine-3-carboxylate